NC1CN(CC1)CC(=O)O (3-AMINO-PYRROLIDIN-1-YL)-ACETIC ACID